S(N)(OCC[C@H]1OC2(O[C@@H]1CC1=C(C=CC=C1)Cl)CCCCC2)(=O)=O 2-((2R,3R)-3-(2-chlorobenzyl)-1,4-dioxaspiro[4.5]decan-2-yl)ethyl sulfamate